[Br-].[Br-].P(=O)(O)(O)CCCCN1C2=CC=C(C=C2C=2C=C(C=CC12)[NH3+])[NH3+] 9-(4-Phosphonobutyl)-9H-carbazole-3,6-bis(aminium) dibromide